N1(CCCC1)C1=CC=C(C=N1)C=1C(NC=C2C1N=CN=C2)=O 8-(6-(pyrrolidin-1-yl)pyridin-3-yl)pyrido[4,3-d]pyrimidin-7(6H)-one